FC(C)(F)C1=NC=CC(=N1)NC1=CC(=NC=C1C=1SC2=C(CN(CC2)C)N1)NC=O N-(4-((2-(1,1-difluoroethyl)pyrimidin-4-yl)amino)-5-(5-methyl-4,5,6,7-tetrahydrothiazolo[4,5-c]pyridin-2-yl)pyridin-2-yl)formamide